ClC=1C(=NC=CC1)/C=C/S(=O)(C1=C(C=CC=C1)OC)=N (E)-(2-(3-chloropyridin-2-yl)vinyl)(imino)(2-methoxyphenyl)-λ6-sulfanone